ethoxybenzyl-Triacetoxysilane C(C)OCC(=O)O[Si](OC(C)=O)(OC(C)=O)CC1=CC=CC=C1